C(C1=CC=CC=C1)OC[C@@H]1OC1 (2R)-2-[(benzyloxy)methyl]oxirane